C(C)(C)(C)OC(=O)C=1N(C2=CC=CC(=C2C1)NC([C@H](C(C1=CC=C(C=C1)N1C(CN(CC1)C1COCC1)=O)N)C(=O)OCC1=CC=CC=2C3=CC=CC=C3CC12)=O)C(=O)OC(C)(C)C (S)-4-(2-fluorenylmethoxycarbonyl-amino-3-(4-(4-(tetrahydrofuran-3-yl)-2-oxopiperazin-1-yl)phenyl)propanamido)-1-tert-butoxycarbonyl-indole-2-oic acid tert-butyl ester